N-cyclopropyl-6-((5-ethyl-3-(6-methylpyridin-3-yl)isoOxazol-4-yl)methoxy)pyridazine-3-carboxamide C1(CC1)NC(=O)C=1N=NC(=CC1)OCC=1C(=NOC1CC)C=1C=NC(=CC1)C